tert-butyl (1R,5S)-3-(7-(8-ethynyl-7-fluoro-3-hydroxy naphthalen-1-yl)-8-fluoro-2-(2-oxoethoxy) pyrido[4,3-d]pyrimidin-4-yl)-3,8-diazabicyclo[3.2.1]octane-8-carboxylate C(#C)C=1C(=CC=C2C=C(C=C(C12)C1=C(C=2N=C(N=C(C2C=N1)N1C[C@H]2CC[C@@H](C1)N2C(=O)OC(C)(C)C)OCC=O)F)O)F